OC[C@@H]1CCC(N1)=O (5S)-5-(hydroxymethyl)-2-pyrrolidone